2-((2-(tert-butyl)pyridin-3-yl)thio)acetic acid C(C)(C)(C)C1=NC=CC=C1SCC(=O)O